OC1C(CN(CCC1)C(=O)OC(C)(C)C)C1=CC=CC=C1 tert-Butyl 4-hydroxy-3-phenylazepane-1-carboxylate